C(C)(C)(C)C=1C=C(C=C(C1O)C(C)(C)C)CCC(=O)OCC(COC(CCC1=CC(=C(C(=C1)C(C)(C)C)O)C(C)(C)C)=O)(COC(CCC1=CC(=C(C(=C1)C(C)(C)C)O)C(C)(C)C)=O)COC(CCC1=CC(=C(C(=C1)C(C)(C)C)O)C(C)(C)C)=O pentaerythritol tetrakis[beta-(3,5-di-tert-butyl-4-hydroxyphenyl)-propionate]